C(CCC)N1N=NC=C1C1=CC=CC=C1 Butyl-5-phenyl-1H-triazole